CC=1C(=C(C=C(C1)O)O)C(C)C=CC 5-Methyl-4-pent-3-en-2-ylbenzene-1,3-diol